(S)-3-methyl-pentanoic acid ethyl ester C(C)OC(C[C@H](CC)C)=O